O=C1N([C@@H]2CC[C@H](N1C2)C(=O)NOC[C@H]2N(CCC2)C(=O)OC(C)(C)C)OS(=O)(=O)O.[NH+]2=CC=CC=C2 pyridinium tert-butyl (2S)-2-{[({[(2S,5R)-7-oxo-6-(sulfooxy)-1,6-diazabicyclo[3.2.1]oct-2-yl]carbonyl}amino)oxy]methyl}pyrrolidine-1-carboxylate